4-amino-7-fluoro-N-(2-fluoro-4-(2-oxo-1,2-dihydropyridin-3-yl)benzyl)-N-isopropylimidazo[1,5-a]quinoxaline-8-carboxamide NC=1C=2N(C3=CC(=C(C=C3N1)F)C(=O)N(C(C)C)CC1=C(C=C(C=C1)C=1C(NC=CC1)=O)F)C=NC2